C(C)(C)[C@H]1C[C@H]2[C@H](CC([C@@H]2[C@H](CC1)C)=O)C (3S,3aS,5R,8S,8aR)-5-isopropyl-3,8-dimethyloctahydroazulen-1(2H)-one